[Co]=O Cobalt(II)-oxid